FC1=CC=C(C=C1)[S+](C1=CC=CC=C1)C1=CC=CC=C1 monofluorotriphenylsulfonium